(S)-(2-methylprop-2-yl)(oxo)-λ4-sulfanamine CC(C)(C)[S@@](N)=O